CC([C@@H](C)NC1=NC(=NC2=C(C=CC=C12)C=1CCNCC1)NC1=CC(=CC(=C1)C)F)(C)C (R)-N4-(3,3-dimethylbutan-2-yl)-N2-(3-fluoro-5-methylphenyl)-8-(1,2,3,6-tetrahydropyridin-4-yl)quinazoline-2,4-diamine